7-(8-ethyl-7-fluoro-3-hydroxynaphthalen-1-yl)-2-(((S)-1-methylpyrrolidin-2-yl)methoxy-d2)Pyrido[3,4-d]Pyrimidin-8(7H)-one C(C)C=1C(=CC=C2C=C(C=C(C12)N1C(C=2N=C(N=CC2C=C1)OC([2H])([2H])[C@H]1N(CCC1)C)=O)O)F